FC1=CC=C(C=C1)C1=CC=C(O1)C=C1C(C2=CC=CC(=C2C1)O)=O 2-[[5-(4-Fluorophenyl)-2-furanyl]methylene]-2,3-dihydro-4-hydroxy-1H-inden-1-one